CC1(CC1)C1(NC(NC1=O)=O)CCC(=O)OC(C)(C)C Tert-butyl 3-(4-(1-methylcyclopropyl)-2,5-dioxoimidazolidin-4-yl)propanoate